N,N-dimethyl-4-(2-{[(3S)-piperidin-3-yl]amino}-5-(trifluoromethyl)pyrimidin-4-yl)-1H-imidazol-2-carboxamide CN(C(=O)C=1NC=C(N1)C1=NC(=NC=C1C(F)(F)F)N[C@@H]1CNCCC1)C